N-(4-acetoacetoxymethylbenzyl)acrylamide C(CC(=O)C)(=O)OCC1=CC=C(CNC(C=C)=O)C=C1